1,1-thiobis(2-naphthol) C1=CC=C2C(=C1)C=CC(=C2SC3=C(C=CC4=CC=CC=C43)O)O